FC(C(=O)OC)(F)F methyl 2,2,2-trifluoroacetate